CN([C@@H](C(=O)NC=1C=C2C=CNC(C2=CC1)=O)C1=CSC=C1)C |r| rac-(2R)-2-(dimethylamino)-N-(1-oxo-1,2-dihydroisoquinolin-6-yl)-2-(thiophen-3-yl)acetamide